methyl 3-{1-[(4-benzyl-1,4-oxazepan-2-yl)methyl]piperidin-4-yl}benzoate C(C1=CC=CC=C1)N1CC(OCCC1)CN1CCC(CC1)C=1C=C(C(=O)OC)C=CC1